C1=C(C=CC2=CC=CC=C12)C=1C=C(C=CC1)NC1=CC=CC=C1 N-(3-(naphthalen-2-yl)phenyl)aniline